(S,E)-2-(2-(1-(4-(2-fluoro-3-methoxyphenoxy)phenyl)imidazo[1,5-a]pyrazin-3-yl)pyrrolidin-1-carbonyl)-4,4-dimethylpent-2-enenitrile FC1=C(OC2=CC=C(C=C2)C=2N=C(N3C2C=NC=C3)[C@H]3N(CCC3)C(=O)\C(\C#N)=C\C(C)(C)C)C=CC=C1OC